C12=C3NN4CC=5CCCCC5C=C4C3=CC3=CC=CC(CCC1)=C23 diazahexacyclo[14.7.1.02,14.04,13.06,11.020,24]tetracosa-1,6(11),12,14,16,18,20(24)-heptaen